COC(C=C(C=CC1(C(=CC(CC1(C)C#C)=O)C)O)C)=O 5-[6-ethynyl-1-hydroxy-2,6-dimethyl-4-oxocyclohex-2-en-1-yl]-3-methylpent-2,4-dienoic acid methyl ester